COC(=O)C=1C=NN(C1COC)CC1=CC=C(C=C1)CCOC.OC[C@]1(N2CCC(C1=O)(CC2)C)COC (1R,2S,4R)-2-(hydroxymethyl)-2-(methoxymethyl)-4-methyl-quinuclidin-3-one methyl-1-(4-(2-methoxyethyl)benzyl)-5-(methoxymethyl)-1H-pyrazole-4-carboxylate